BrC=1C=C(C=CC1)C1(CCC1)O 1-(3-bromophenyl)cyclobutanol